N-(5-((6-((R)-3-(2,5-difluorophenyl)isoxazolidine-2-yl)pyrimidine-4-yl)amino)-4-methoxy-2-(4-morpholinopiperidine-1-yl)phenyl)acrylamide FC1=C(C=C(C=C1)F)[C@@H]1N(OCC1)C1=CC(=NC=N1)NC=1C(=CC(=C(C1)NC(C=C)=O)N1CCC(CC1)N1CCOCC1)OC